(E)-1,2-di(1,3-dioxolan-2-yl)ethene O1C(OCC1)\C=C\C1OCCO1